[N+](=O)([O-])C1=C(C=C(C=C1)Cl)F 2-nitro-5-chlorofluorobenzene